pyrimidine-4,6-diamine hydrochloride salt Cl.N1=CN=C(C=C1N)N